C(C=C)(=O)NC1=C(C=CC=C1)C1=C(N=C2N(C1=O)N=C(N2CC(NC2=CC=C(C=C2)C(F)(F)F)=O)C2CCN(CC2)C(=O)OC(C)(C)C)CC tert-butyl 4-(6-(2-Acrylamidophenyl)-5-ethyl-7-oxo-3-(2-oxo-2-((4-(trifluoromethyl)phenyl)amino)ethyl)-3,7-dihydro-[1,2,4]triazolo[1,5-a]pyrimidin-2-yl)piperidine-1-carboxylate